NC1=C(C=CC(=C1)F)NC(C1=CC=C(C=C1)C1CCN(CC1)CC=1C(=NN(C1)C)C)=O N-(2-amino-4-fluorophenyl)-4-(1-((1,3-dimethyl-1H-pyrazol-4-yl)methyl)piperidin-4-yl)benzamide